9,9',9''-(4,6-dibromobenzene-1,2,3-triyl)tris(9H-carbazole) BrC1=C(C(=C(C(=C1)Br)N1C2=CC=CC=C2C=2C=CC=CC12)N1C2=CC=CC=C2C=2C=CC=CC12)N1C2=CC=CC=C2C=2C=CC=CC12